5-BROMO-2-PHENYLIMIDAZO[1,2-A]PYRIDIN-3-CARBALDEHYDE BrC1=CC=CC=2N1C(=C(N2)C2=CC=CC=C2)C=O